tert-butyl (4-((1s,3s)-3-hydroxycyclobutoxy)cyclohexyl)carbamate OC1CC(C1)OC1CCC(CC1)NC(OC(C)(C)C)=O